2-(2,6-Dioxopiperidin-3-yl)-4-(4-(2-hydroxyethyl)piperidin-1-yl)isoindoline O=C1NC(CCC1N1CC2=CC=CC(=C2C1)N1CCC(CC1)CCO)=O